4-((3-fluorophenyl)ethynyl)-4-methoxypiperidine-1-carboxylic acid tert-butyl ester C(C)(C)(C)OC(=O)N1CCC(CC1)(OC)C#CC1=CC(=CC=C1)F